(S)-1-(3-chloro-4-methylphenyl)-3-((2-(2,6-dioxopiperidin-3-yl)-3-oxo-2,3-dihydro-1H-indazol-6-yl)methyl)urea ClC=1C=C(C=CC1C)NC(=O)NCC1=CC=C2C(N(NC2=C1)[C@@H]1C(NC(CC1)=O)=O)=O